acryloyloxytetradecyl-dibromomethylsilane C(C=C)(=O)OCCCCCCCCCCCCCC[SiH2]C(Br)Br